tert-butyl ((S)-1-(((1S,2R)-2-(4-chlorophenyl)cyclopentyl)amino)-1-oxopropan-2-yl)carbamate ClC1=CC=C(C=C1)[C@@H]1[C@H](CCC1)NC([C@H](C)NC(OC(C)(C)C)=O)=O